1-(2-Aminobenzo[d]thiazol-5-yl)-3-(4-chlorophenyl)-1-[2-(3-oxomorpholin-4-yl)ethyl]urea NC=1SC2=C(N1)C=C(C=C2)N(C(=O)NC2=CC=C(C=C2)Cl)CCN2C(COCC2)=O